cobalt-cerium sulfur [S].[Ce].[Co]